Cl.C(C)(C)(C)OC([C@@H](N)CC(C)C)=O L-leucine-O-tert-butyl ester HCl